(2S,3S)-2-methoxy-5-tetrazol-1-yl-benzyl-(2-phenyl-piperidin-3-yl)-amine COC1=C(CN[C@@H]2[C@@H](NCCC2)C2=CC=CC=C2)C=C(C=C1)N1N=NN=C1